5-((2S,5R)-4-(bis(4-fluorophenyl)methyl)-2,5-dimethylpiperazin-1-yl)thieno[2,3-e][1,2,4]triazolo[4,3-a]pyridine FC1=CC=C(C=C1)C(N1C[C@@H](N(C[C@H]1C)C1=CC=2N(C3=C1SC=C3)C=NN2)C)C2=CC=C(C=C2)F